ClC1=CC=C2C(NC(NC2=C1)=O)=O 7-chloroquinazoline-2,4(1H,3H)-dione